NC=1C=CC(=C(C1)S(=O)(=O)N=CN(C)C)C=1C=NC=C(C1)C(F)(F)F 5-amino-N-[(dimethylamino)methylene]-2-[5-(trifluoromethyl)pyridin-3-yl]benzenesulfonamide